tolylthioiodide C1(=C(C=CC=C1)SI)C